trifluoromethanesulfonic acid [4-(2-fluoro-4-methyl-phenyl)-5-[4-[(3S)-1-(3-fluoropropyl) pyrrolidin-3-yl] oxyphenyl]-2,3-dihydro-1-benzothiepin-8-yl] ester FC1=C(C=CC(=C1)C)C=1CCSC2=C(C1C1=CC=C(C=C1)O[C@@H]1CN(CC1)CCCF)C=CC(=C2)OS(=O)(=O)C(F)(F)F